N[C@H]1CN(CCC1)C(=O)C=1C=C2OCCN3C(=NC(C1)=C32)C=3N(C2=C(C=CC=C2C3)Cl)CCOC (R)-(3-Aminopiperidin-1-yl)(2-(7-chloro-1-(2-methoxyethyl)-1H-indol-2-yl)-3,4-dihydro-5-oxa-1,2a-diazaacenaphthylen-7-yl)methanon